N-(3-methoxybenzyl)-3-((4-methylpiperazin-1-yl)methyl)aniline COC=1C=C(CNC2=CC(=CC=C2)CN2CCN(CC2)C)C=CC1